C1(CC1)[C@@H](C)NC(=O)C1=CN=C(O1)C1=CC(=CC=C1)C1=CC(=NN1)C(N[C@@H](C)C1CC1)=O N-((R)-1-Cyclopropylethyl)-2-(3-(3-(((S)-1-Cyclopropylethyl)Carbamoyl)-1H-Pyrazol-5-Yl)Phenyl)Oxazole-5-Carboxamide